C(C)(=O)NC1=CC=C(C=C1)[C@@H]1N(C[C@H](CC1)C)C(C(=O)NC=1C=C(C=NC1)C(=O)N)=O 5-[[2-[(2R,5S)-2-(4-acetamidophenyl)-5-methyl-1-piperidyl]-2-oxo-acetyl]amino]pyridine-3-carboxamide